tolyltriazole ammonium salt [NH4+].C1(=C(C=CC=C1)C=1N=NNC1)C